(S)-3-methyl-2-(2-methylpyridin-4-yl)-N-(tetrahydrofuran-3-yl)-1H-pyrrolo[3,2-c]pyridin-6-amine CC1=C(NC2=C1C=NC(=C2)N[C@@H]2COCC2)C2=CC(=NC=C2)C